5-fluoro-2-(4-methylthiazol-5-yl)-4-tetrahydropyran-4-yl-1H-pyrimidin-6-one FC1=C(N=C(NC1=O)C1=C(N=CS1)C)C1CCOCC1